S(=O)(=O)(O)C1=CC=C(C(C(=O)[O-])=C1)O 5-sulfosalicylat